N5-(3-Aminopropyl)-2-methyl-1,5-pentandiamin NCCCNCCCC(CN)C